FC1=CC2=C(SC(=C2)C(=O)O)C=C1N1CCN(CC1)C 5-fluoro-6-(4-methylpiperazin-1-yl)benzo[b]thiophene-2-carboxylic acid